4-carboxyphenylphosphonic acid C(=O)(O)C1=CC=C(C=C1)P(O)(O)=O